C(C)(=O)OCCCCCCOC(C)=O 1,6-Diacetoxyhexane